6-aminoallyl-2'-deoxycytidine NC=CCC1=CC(=NC(N1[C@H]1C[C@H](O)[C@@H](CO)O1)=O)N